Cl.CP(C)=O dimethylphosphine oxide hydrochloride